(R)-N-(4-((Z)-N'-hydroxycarbamimidoyl)benzyl)-2-methyl-4-oxo-4-((2R,4R)-4-phenylpyrrolidin-2-yl)butanamide O\N=C(/N)\C1=CC=C(CNC([C@@H](CC([C@@H]2NC[C@H](C2)C2=CC=CC=C2)=O)C)=O)C=C1